O=C(CCC1=CC=C(C=C1)OC(C1=C(C=CC=C1)O)=O)C 4-(3-Oxobutyl)phenyl-2-hydroxybenzoat